ketodiazosulfone tert-Butyl-(2S,4S)-2-methyl-4-(((S)-1-phenylethyl)amino)piperidine-1-carboxylate C(C)(C)(C)OC(=O)N1[C@H](C[C@H](CC1)N[C@@H](C)C1=CC=CC=C1)C.O1N=NS(=O)(=O)N=N1